(E)-3-(3,4-dihydroxyphenyl)acrylaldehyde OC=1C=C(C=CC1O)/C=C/C=O